BrC1=CC=C(C=C1)C(CO)=O 1-(4-bromophenyl)-2-hydroxyethan-1-one